NC1=CC2=C(N(C3=CC=C(C=C23)Cl)C)N=C1 3-Amino-6-chloro-9-methyl-9H-pyrido[2,3-b]indol